dimethoxydi(ethoxyacetoacetyl)titanium (IV) CO[Ti](C(CC(=O)COCC)=O)(C(CC(=O)COCC)=O)OC